2,6-difluoro-4-methoxyphenylacetic acid FC1=C(C(=CC(=C1)OC)F)CC(=O)O